2,2'-methylene-bis(4,6-di-tert-butylphenyl) octyl phosphite P1(OC2=C(C=C(C=C2C(C)(C)C)C(C)(C)C)CC2=C(C(=CC(=C2)C(C)(C)C)C(C)(C)C)O1)OCCCCCCCC